4-(6-(1-Methyl-1H-pyrazol-4-yl)pyrazolo[1,5-a]pyridin-3-yl)cyclohexane-1-carboxylic acid benzyl ester C(C1=CC=CC=C1)OC(=O)C1CCC(CC1)C=1C=NN2C1C=CC(=C2)C=2C=NN(C2)C